(R)-2-benzyltetrahydrofuran C(C1=CC=CC=C1)[C@@H]1OCCC1